eicosanyl 5-chlorovalerate ClCCCCC(=O)OCCCCCCCCCCCCCCCCCCCC